4-(3,5-Dimethoxybenzyl)-9-(4-fluoro-2-methylphenyl)-7-((2-imino-3-methyl-2,3-dihydro-1H-imidazol-1-yl)methyl)-3,4-dihydrobenzo[f][1,4]oxazepin-5(2H)-one COC=1C=C(CN2CCOC3=C(C2=O)C=C(C=C3C3=C(C=C(C=C3)F)C)CN3C(N(C=C3)C)=N)C=C(C1)OC